OC=1C=C(C(=CC1O)[N+](=O)[O-])CCN 2-(3,4-dihydroxyl-6-nitrophenyl)ethylamine